2-(3-fluoro-4-nitrophenyl)-5-(4-(trifluoromethoxy)phenyl)-1,3,4-oxadiazole FC=1C=C(C=CC1[N+](=O)[O-])C=1OC(=NN1)C1=CC=C(C=C1)OC(F)(F)F